3,5-diisopropylaniline C(C)(C)C=1C=C(N)C=C(C1)C(C)C